N-methyl-N-((5-(2-((1-methyl-1H-pyrazolo[3,4-d]pyrimidin-4-yl)thio)acetyl)thiophen-2-yl)methyl)pivalamide CN(C(C(C)(C)C)=O)CC=1SC(=CC1)C(CSC1=C2C(=NC=N1)N(N=C2)C)=O